ClC1=CC=C2C(=CNC2=C1)S(=O)(=O)NC=1C=NN(C1Cl)CCC(F)(F)F 6-chloro-N-(5-chloro-1-(3,3,3-trifluoropropyl)-1H-pyrazol-4-yl)-1H-indole-3-sulfonamide